1,4-dibenzyl-2-(chloromethyl-d2)piperazine-2,3,3,5,5,6,6-d7 C(C1=CC=CC=C1)N1C(C(N(C(C1([2H])[2H])([2H])[2H])CC1=CC=CC=C1)([2H])[2H])([2H])C([2H])([2H])Cl